C1(CC1)C1=NN(C=N1)C1CC2(CNC2)C1 6-(3-cyclopropyl-1H-1,2,4-triazol-1-yl)-2-azaspiro[3.3]Heptane